N-(N,N-dimethyl-1,2,3,4-tetrahydro-2-aminodibenzo-fur-8-yl)cyclohexanamide CN(C1CC2=C(OC3=C2C=C(C=C3)NC(=O)C3CCCCC3)CC1)C